N-(tert-butoxycarbonyl)-S-Trityl-L-cysteine C(C)(C)(C)OC(=O)N[C@@H](CSC(C1=CC=CC=C1)(C1=CC=CC=C1)C1=CC=CC=C1)C(=O)O